(S)-7-(5-(hydroxymethyl)thiophen-3-yl)-N-(2-methyl-5-(2-(1-methylpyrrolidin-2-yl)acetamido)pyridin-3-yl)-[1,2,4]triazolo[4,3-a]pyridine-3-carboxamide OCC1=CC(=CS1)C1=CC=2N(C=C1)C(=NN2)C(=O)NC=2C(=NC=C(C2)NC(C[C@H]2N(CCC2)C)=O)C